FC(C(OC(C(OC(C(OC(C(OC(C(OC(C(F)(F)F)(F)F)(F)F)(F)F)(F)F)(F)F)(F)F)(F)F)(F)F)(F)F)(F)F)(O)F perfluoro-3,6,9,12,15-pentaoxaheptadecane-1-ol